pyridin-1-yl-1,3,5-triazin-2-amine N1(CC=CC=C1)C1=NC(=NC=N1)N